8-Chloro-5-(piperazin-1-yl)-2,3-dihydro-1,4-benzodioxine ClC1=CC=C(C2=C1OCCO2)N2CCNCC2